methyl 2-amino-3-bromo-5,6-dimethylisonicotinate NC=1C(=C(C(=O)OC)C(=C(N1)C)C)Br